(2S,3R)-3-[(2-aminopyridin-4-yl)methyl]-1-{[(1R)-1-cyclohexylethyl]carbamoyl}-4-oxoazetidine-2-carboxylic acid trifluoroacetate FC(C(=O)O)(F)F.NC1=NC=CC(=C1)C[C@@H]1[C@H](N(C1=O)C(N[C@H](C)C1CCCCC1)=O)C(=O)O